NC1=NC(=NC=2N1N=C(N2)C=2OC=CC2)NCCCC(=O)OCC ethyl 4-((7-amino-2-(furan-2-yl)-[1,2,4]triazolo[1,5-a][1,3,5]triazin-5-yl)amino)butanoate